diisobutanolate titanium (IV) [Ti+4].C(C(C)C)[O-].C(C(C)C)[O-]